C[C@@H](CC)NC1=C2C(=NC(=C1)NC1=C(C=C(C=C1)C(=O)N1CCC(CC1)N1CCOCC1)OC)NC=C2C(F)(F)F (S)-(4-((4-(2-Butylamino)-3-(trifluoromethyl)-1H-pyrrolo[2,3-b]pyridin-6-yl)amino)-3-methoxyphenyl)(4-morpholinopiperidin-1-yl)-methanon